BrC1=CC=C2C3(CC=4C(=NOC4C2=C1)NS(=O)(=O)C1=C(C=C(C(=O)OC)C=C1OC)OC)CC3 methyl 4-(N-(8'-bromo-4'H-spiro[cyclopropane-1,5'-naphtho[2,1-d]isoxazol]-3'-yl)sulfamoyl)-3,5-dimethoxybenzoate